1-(5-(piperidin-1-ylmethyl)-5,6-dihydro-1,4,2-dioxazin-3-yl)-2-oxa-5-azabicyclo[2.2.1]heptane N1(CCCCC1)CC1OC(=NOC1)C12OCC(NC1)C2